NC1=C(C=CC(=C1)F)NC(CCCCNC(=O)C1=CC(=NN1)C1=CC=C(C=C1)N)=O N-{5-[(2-amino-4-fluorophenyl)amino]-5-oxopentyl}-3-(4-aminophenyl)-1H-pyrazole-5-carboxamide